1-((5,6-bis(benzyloxy)pyrimidin-4-yl)methyl)-4-(4-((4-((3-hydroxypyrrolidin-1-yl)methyl)phenyl)ethynyl)phenyl)-3-isopropylimidazolidin-2-one C(C1=CC=CC=C1)OC=1C(=NC=NC1OCC1=CC=CC=C1)CN1C(N(C(C1)C1=CC=C(C=C1)C#CC1=CC=C(C=C1)CN1CC(CC1)O)C(C)C)=O